4H-triazole C1C=NN=N1